2-Chloro-N-((1-((4-formylphenyl)sulfonyl)piperidin-4-yl)methyl)acetamide ClCC(=O)NCC1CCN(CC1)S(=O)(=O)C1=CC=C(C=C1)C=O